COC=1SC(=C(N1)C(=O)N1C2CC(CC1CO)C2)C2=CC=CC=C2 [2-(2-methoxy-5-phenyl-1,3-thiazole-4-carbonyl)-2-azabicyclo[3.1.1]heptan-3-yl]methanol